ClC=1N=C(NC1[C@H]1[C@H](CN(CC1)S(=O)(=O)CCN)C)C1=NC=C(C=C1)F 2-[[(3R,4R)-4-[4-Chloro-2-(5-fluoro-2-pyridyl)-1H-imidazol-5-yl]-3-methyl-1-piperidyl]sulfonyl]ethanamine